ClC1=CC=C(C=C1)C(C(=O)O)(F)F (4-chlorophenyl)-difluoroacetic acid